3,13-dihydroxytetradecenoic acid ethyl ester C(C)OC(C=C(CCCCCCCCCC(C)O)O)=O